FC=1C=C2C(CNC2=CC1)(C)C 5-fluoro-3,3-dimethylindoline